C1=C(C=CC=2C3=CC=C(C=C3C3(C12)C1=CC=CC=C1C=1C=CC=CC13)N1C=3N(CCC1)C=CN3)N3C=1N(CCC3)C=CN1 8,8'-(9,9'-spirobi[9H-fluorene]-2,7-diyl)bis(5,6,7,8-tetrahydroimidazo[1,2-a]pyrimidine)